allyl-pentaerythritol diphosphite OP(O)OP(O)O.C(C=C)C(O)C(CO)(CO)CO